NC1C(=CC=CC1)O 2-Amino-3H-phenol